4-(2-hydroxy-7-((5-methoxy-7-methyl-1H-indol-4-yl)methyl)-2-methyl-7-azaspiro[3.5]nonan-6-yl)benzoic acid OC1(CC2(C1)CC(N(CC2)CC2=C1C=CNC1=C(C=C2OC)C)C2=CC=C(C(=O)O)C=C2)C